rac-Ethyl 4-(piperidin-3-yl)-3-(trifluoromethyl)benzoate N1C[C@H](CCC1)C1=C(C=C(C(=O)OCC)C=C1)C(F)(F)F |r|